OC(C)=C1CC(C=2NCCCC21)=O 1,2,3,4,5,6-hexahydro-5-(1-hydroxyethylidene)-7H-cyclopenta[b]pyridin-7-one